FC1C(C1)C(=O)NC=1SC2=C(N1)C=CC(=C2)C2=C(C=CC=C2)OC 2-fluoro-N-(6-(2-methoxyphenyl)benzo[d]thiazol-2-yl)cyclopropane-1-carboxamide